3-amino-4-(4,5-diamino-1,2,4-triazol-3-yl)-furazan silver perchlorate Cl(=O)(=O)(=O)[O-].[Ag+].NC1=NON=C1C1=NN=C(N1N)N